COCCOCC(=O)NC1=CNC2=CC=C(C=C12)OC1CC(C1)C1=CC=C(C=C1)C(F)(F)F 2-(2-methoxyethoxy)-N-{5-[(1R,3R)-3-[4-(trifluoromethyl)phenyl]cyclobutoxy]-1H-indol-3-yl}acetamide